N-(2-(2-(1H-tetrazol-5-yl)phenyl)-6-(3-methylpiperidin-1-yl)pyridin-4-yl)-2-(p-tolyl)acetamide N1N=NN=C1C1=C(C=CC=C1)C1=NC(=CC(=C1)NC(CC1=CC=C(C=C1)C)=O)N1CC(CCC1)C